C12(CCC1)OCC1=CC=C(C=C12)OC1=CC=C(C=N1)N1C(NCC1=O)=O 3-(6-spiro[1H-isobenzofuran-3,1'-cyclobutane]-5-yloxy-3-pyridyl)imidazolidine-2,4-dione